C(C)(C)(C)C1=C(C=C(C=N1)C=1N=C2SCC(CN2C(C1C#N)=O)CNC(OCC)=O)F ethyl ((8-(6-(tert-butyl)-5-fluoropyridin-3-yl)-7-cyano-6-oxo-3,4-dihydro-2H,6H-pyrimido[2,1-b][1,3]thiazin-3-yl)methyl)carbamate